C(C)(=O)O[C@@H]1[C@@]([C@H](O[C@H]1N1N=CC=2C1=NC(=CC2Cl)Cl)COC(C2=CC=CC=C2)=O)(O)C#C ((2R,3R,4R,5R)-4-acetoxy-5-(4,6-dichloro-1H-pyrazolo[3,4-b]pyridin-1-yl)-3-Ethynyl-3-hydroxytetrahydrofuran-2-yl)methylbenzoate